1,2,3,4-tetrafluorobenzene FC1=C(C(=C(C=C1)F)F)F